2-[[2-[2,6-bis(oxidanylidene)piperidin-3-yl]-1-oxidanylidene-3H-isoindol-5-yl]oxy]ethanoic acid O=C1NC(CCC1N1C(C2=CC=C(C=C2C1)OCC(=O)O)=O)=O